Cl.C(C)OC(=O)C=1OC(=CC1)CON 5-((aminooxy)methyl)furan-2-carboxylic acid ethyl ester hydrochloride